COC1=NC(=CC=C1)N1CCCCC1 2-Methoxy-6-(piperidin-1-yl)pyridine